C(=O)(O)N([C@@H](CCC(=O)O)C(=O)O)C(=O)O N,N-dicarboxylglutamic acid